CC(C)(C)C=1C=C(C=C(C1O)C)CCC(=O)O 3-(1,1-dimethylethyl)-4-hydroxy-5-methylbenzenepropanoic acid